CN1CCN(CC1)C=1C=CC(=C(C1)N1CCN(CC1)CC=1SC2=C(N1)C=CC=C2)C=2N=NNN2 2-[[4-[5-(4-methylpiperazin-1-yl)-2-(2H-tetrazol-5-yl)phenyl]piperazin-1-yl]methyl]-1,3-benzothiazole